((((1r,4r)-4-hydroxy-4-methylcyclohexyl)methyl)amino)-3-nitrophenol OC1(CCC(CC1)CNC1=C(C=CC=C1[N+](=O)[O-])O)C